C(C)C=1C=C(SC1C=O)C(=O)O 4-Ethyl-5-formylthiophene-2-carboxylic Acid